[Ru](Cl)Cl.C1(=CC=CC=C1)P(CCCCP(C1=CC=CC=C1)C1=CC=CC=C1)C1=CC=CC=C1 1,4-bis(diphenylphosphino)butane ruthenium (II) chloride